1-(6-aminopyridin-3-yl)-N-(5-chloro-6-(2H-1,2,3-triazol-2-yl)pyridin-3-yl)-5-(trifluoromethyl)-1H-pyrazole-4-carboxamide NC1=CC=C(C=N1)N1N=CC(=C1C(F)(F)F)C(=O)NC=1C=NC(=C(C1)Cl)N1N=CC=N1